2-((4-chloro-6-(2-phenylpropyl)-1,3,5-triazin-2-yl)amino)-4-methylpentan-1-ol ClC1=NC(=NC(=N1)CC(C)C1=CC=CC=C1)NC(CO)CC(C)C